(S)-(1,3-dihydrospiro[indene-2,4'-piperidine]) N1CCC2(CC1)CC1=CC=CC=C1C2